tris{2-(2-benzothiophenyl)pyridyl}iridium S1C(=CC2=C1C=CC=C2)C2=NC=CC=C2[Ir](C=2C(=NC=CC2)C=2SC1=C(C2)C=CC=C1)C=1C(=NC=CC1)C=1SC2=C(C1)C=CC=C2